[Na].C1C(C)O1 propylene oxide, sodium salt